(R)-3-methyl-1-(8-methyl-5-((1-(2-methyl-3-(trifluoromethyl)phenyl)ethyl)amino)pyrido[2,3-d]pyridazin-3-yl)azetidin-3-ol CC1(CN(C1)C1=CC=2C(=C(N=NC2N[C@H](C)C2=C(C(=CC=C2)C(F)(F)F)C)C)N=C1)O